(R)-(3-Aminopiperidin-1-yl)(2-(1-(4-(hydroxymethyl)benzyl)-1H-indol-2-yl)-3,4-dihydro-5-oxa-1,2a-diazaacenaphthylen-7-yl)methanone trifluoroacetate FC(C(=O)O)(F)F.N[C@H]1CN(CCC1)C(=O)C=1C=C2OCCN3C(=NC(C1)=C32)C=3N(C2=CC=CC=C2C3)CC3=CC=C(C=C3)CO